(E)-3-bromo-1-methylsulfonyl-prop-1-ene BrC/C=C/S(=O)(=O)C